3-(3-(2,4-dioxotetrahydropyrimidin-1(2H)-yl)-1-methyl-1H-indazol-6-yl)propanal O=C1N(CCC(N1)=O)C1=NN(C2=CC(=CC=C12)CCC=O)C